C(C)OC(C(CC=O)C(F)(F)F)=SC1=CC(=C(C=C1)OC)OC S-(3',4'-dimethoxyphenyl)-2-trifluoromethyl-4-oxo-thiobutyric acid ethyl ester